C(C1=CC=CC=C1)S(=O)(=O)C1=CC(=C(C=C1)N1CCN(CC1)C1=CC=C(C=C1)[N+](=O)[O-])[N+](=O)[O-] 1-[4-(benzylsulfonyl)-2-nitrophenyl]-4-(4-nitrophenyl)piperazine